6-amino-2-ethoxy-9-(2-methoxy-4-(((2-(piperazin-1-yl)ethyl)amino)methyl)-benzyl)-9H-purin-8-ol NC1=C2N=C(N(C2=NC(=N1)OCC)CC1=C(C=C(C=C1)CNCCN1CCNCC1)OC)O